BrC1=NN(C=C1)CC1=NN(C=N1)C 3-((3-bromo-1H-pyrazol-1-yl)methyl)-1-methyl-1H-1,2,4-triazole